ClC=1C=CC=2N(C(N=C(C2N1)N(C)C1CCCCC1)=O)C 6-chloro-4-(cyclohexyl-(methyl)amino)-1-methylpyrido[3,2-d]pyrimidin-2(1H)-one